5-propoxy-3-methyl-hydantoin C(CC)OC1C(N(C(N1)=O)C)=O